2'-oxo-5'-(trifluoromethyl)spiro[cyclopropane-1,3'-indoline]-7'-carboxylic acid O=C1NC2=C(C=C(C=C2C12CC2)C(F)(F)F)C(=O)O